[N+](=O)([O-])C1=C(C=CC(=C1)[N+](=O)[O-])C1=CC=CC2=C(C3=CC=CC=C3C(=C12)C=1C=NC=CC1)C=1CN(C=CC1)C1=C(C=C(C=C1)[N+](=O)[O-])[N+](=O)[O-] 1,1'-bis(2,4-dinitrophenyl)-[9,10-bis(3-pyridyl)anthracene]